C(C)C1=NN(C2=C1C(NCC1(CCOCC1)C2)=O)CC(COC(C2=CC=C(C=C2)S(=O)(=O)C2CCCC2)=O)(C)C 4-Cyclopentylsulfonylbenzoic acid [3-(3-ethyl-4-oxo-spiro[6,8-dihydro-5H-pyrazolo[4,3-c]azepin-7,4'-tetrahydropyran]-1-yl)-2,2-dimethyl-propyl] ester